N-[9-[(2R,3R,4R,5R)-3-fluoro-4-hydroxy-5-(hydroxymethyl)tetrahydrofuran-2-yl]-6-oxo-1H-purin-2-yl]-2-methyl-propanamide F[C@H]1[C@@H](O[C@@H]([C@H]1O)CO)N1C=2N=C(NC(C2N=C1)=O)NC(C(C)C)=O